O[C@@H]1C[C@H](N(C1)C(COCCOC)=O)C(=O)NCC1=CC=C(C=C1)C1=C(N=CS1)C (2S,4R)-4-hydroxy-1-(2-(2-methoxyethoxy)acetyl)-N-(4-(4-methylthiazol-5-yl)benzyl)pyrrolidine-2-carboxamide